O1CCC2=C1C=CC(=C2)S(=O)(=O)N2CCC(CC2)C=2N=C1C(=NC2C)NC=C1 2-(1-((2,3-dihydrobenzofuran-5-yl)sulfonyl)piperidin-4-yl)-3-methyl-5H-pyrrolo[2,3-b]pyrazine